N-(2-pyridinylmethyl)-N'-(3-phenylpropyl)-N'-(5,6,7,8-tetrahydro-8-quinolinyl)-1,4-benzenedimethanamine N1=C(C=CC=C1)CNCC1=CC=C(C=C1)CN(C1CCCC=2C=CC=NC12)CCCC1=CC=CC=C1